[Ru](O)(O)O.[Ni] nickel-ruthenium hydroxide